2-Ethylhexyl p-aminobenzoate NC1=CC=C(C(=O)OCC(CCCC)CC)C=C1